OC=1C(CC1)CCC=1C=C(C=C(C1)O)O 5-[2-(2-Hydroxycyclobut-2-en-1-yl)ethyl]benzene-1,3-diol